4-(2-methyl-6,7-dihydropyrazolo[1,5-a]pyrimidin-4(5H)-yl)-4-oxo-N-(5-(thiazol-2-yl)pyridin-2-yl)butanamide CC1=NN2C(N(CCC2)C(CCC(=O)NC2=NC=C(C=C2)C=2SC=CN2)=O)=C1